4-((2-hydroxyethyl)amino)-3-nitrophenol OCCNC1=C(C=C(C=C1)O)[N+](=O)[O-]